Butandiol bis(2-mercaptoacetat) SCC(=O)OC(CCC)OC(CS)=O